CN1CCC(=CC1)C=1C=C2C=3CCCC(C3NC2=CC1)N[C@H](C)C1=CC=CC=C1 6-(1-methyl-1,2,3,6-tetrahydropyridin-4-yl)-N-((R)-1-phenylethyl)-2,3,4,9-tetrahydro-1H-carbazol-1-amine